O[C@@]1(C(N(CC1)C)=O)C1=CC(=NO1)C=1C=C(C#N)C=CC1 (R)-3-(5-(3-hydroxy-1-methyl-2-oxopyrrolidin-3-yl)isoxazol-3-yl)benzonitrile